C(C)(C)(C)OC(=O)N1[C@H]2CN(C[C@@H]1CC2)C=2C1=C(N=C(N2)Cl)C(=C(N=C1)Cl)F (1R,5S)-3-(2,7-dichloro-8-fluoropyrido[4,3-d]pyrimidin-4-yl)-3,8-diazabicyclo-[3.2.1]octane-8-carboxylic acid tert-butyl ester